2-(furan-3-yl)-6-methyl-N-(3-(3'-methyl-4'-nitro-[1,1'-biphenyl]-4-yl)propyl)thieno[2,3-d]pyrimidin-4-amine O1C=C(C=C1)C=1N=C(C2=C(N1)SC(=C2)C)NCCCC2=CC=C(C=C2)C2=CC(=C(C=C2)[N+](=O)[O-])C